[Si](O)(O)(O)O.C=C.C=C.C=C.C=C tetra-ethylene orthosilicate